C1OCC12CN(CC2)C=2C=CC(=NC2)NC([C@H](C2=CC=CC=C2)NCCC2=CC=C(C=C2)C#N)=O |r| (S)- and (R)-N-(5-(2-oxa-6-azaspiro[3.4]-octan-6-yl)pyridin-2-yl)-2-((4-cyanophenEthyl)amino)-2-phenylacetamide